NCCN(C(OC(C)(C)C)=O)C1CN(C(C1)=O)C=1C=CC=2OCC(N(C2N1)COCC[Si](C)(C)C)=O tert-Butyl N-(2-aminoethyl)-N-[5-oxo-1-[3-oxo-4-(2-trimethylsilylethoxymethyl)pyrido[3,2-b][1,4]oxazin-6-yl]pyrrolidin-3-yl]carbamate